SC(C(=O)OCC(CCCC)CC)C 2-ethylhexyl mercaptopropionate